manganese, magnesium salt [Mg].[Mn]